2-((2S)-4-(7-(8-chloro-7-fluoronaphthalen-1-yl)-2-(quinuclidin-3-yloxy)-5,6,7,8-tetrahydropyrido[3,4-d]pyrimidin-4-yl)-1-(2-fluoroacryloyl)piperazin-2-yl)acetonitrile ClC=1C(=CC=C2C=CC=C(C12)N1CC=2N=C(N=C(C2CC1)N1C[C@@H](N(CC1)C(C(=C)F)=O)CC#N)OC1CN2CCC1CC2)F